4-(tert-butyl)-N-(3-fluoro-4-(6-(1-methyl-1H-pyrazol-4-yl)pyrazolo[1,5-a]pyrazin-4-yl)benzyl)oxazole-2-carboxamide C(C)(C)(C)C=1N=C(OC1)C(=O)NCC1=CC(=C(C=C1)C=1C=2N(C=C(N1)C=1C=NN(C1)C)N=CC2)F